{3,8,10-trifluoro-6H,11H-chromeno[4,3-b]indol-6-yl}methanol FC1=CC=C2C(=C1)OC(C1=C2NC2=C(C=C(C=C12)F)F)CO